4-(1-((6-(((cyclobutylmethyl)amino)methyl)imidazo[1,2-a]pyridin-2-yl)methyl)-1H-1,2,3-Triazol-4-yl)-N-methyl-1H-indazol-6-amine C1(CCC1)CNCC=1C=CC=2N(C1)C=C(N2)CN2N=NC(=C2)C2=C1C=NNC1=CC(=C2)NC